2-(3-methylpyrazol-1-yl)ethanamine CC1=NN(C=C1)CCN